FC1=C2C(COC3(C2=CC(=C1)C(F)(F)F)CC3)=O 5'-fluoro-7'-(trifluoromethyl)spiro[cyclopropane-1,1'-isochroman]-4'-one